C(C)(C)(C)OC(=O)N1CC(OCC1)(C)C#CC1=C(C=C2C(=NC=NC2=C1)NC1=C(C(=CC=C1)Cl)F)[N+](=O)[O-] tert-butyl-2-((4-((3-chloro-2-fluorophenyl)amino)-6-nitroquinazolin-7-yl)ethynyl)-2-methylmorpholine-4-carboxylate